FC(C(=O)O)(F)F.ClC1=C(C=CC=C1[C@]1(NC(N(C(C1)=O)[C@H]1C[C@H](OCC1)C)=N)C)NC(=O)C=1C=NC2=CC=CC=C2C1 |o1:21,23| N-(2-Chloro-3-{(4S)-2-imino-4-methyl-1-[(2R*,4R*)-2-methyl-tetrahydropyran-4-yl]-6-oxo-hexahydropyrimidin-4-yl}phenyl)-quinoline-3-carboxamide trifluoroacetic acid salt